C(\C=C\C1=CC(OC)=C(O)C=C1)(=O)OC Methyl trans-ferulate